3-(6-methyl-3,6-diazabicyclo[3.1.1]heptan-3-yl)-2-nitroaniline CN1C2CN(CC1C2)C=2C(=C(N)C=CC2)[N+](=O)[O-]